N-(2-methoxy-6-oxazol-2-yl-3-pyridinyl)-5-methyl-3-phenyl-isoxazole-4-carboxamide COC1=NC(=CC=C1NC(=O)C=1C(=NOC1C)C1=CC=CC=C1)C=1OC=CN1